C(C=C)(=O)OCCCCCCC[Si](OC(C)C)(OC(C)C)OC(C)C acryloxyheptyl-triisopropoxysilane